N(=[N+]=[N-])CCOCCOCCO 2-(2-(2-azidoethoxy)ethoxy)ethanol